ClC=1N=NC(=C(C1C#N)C)C 3-chloro-5,6-dimethylpyridazine-4-carbonitrile